FC=1C=C(CN2CC3(CC2)CCN(CC3)C(=O)N3N=C(C=C3)C(=O)O)C=C(C1)F 1-(2-(3,5-difluorobenzyl)2,8-diazaspiro[4.5]decane-8-carbonyl)-1H-pyrazole-3-carboxylic acid